C(=C)OC(=O)C1=NC=C(C(=C1C(=O)OC=C)C=C)C=C divinylpyridinedicarboxylic acid divinylester